Cyclohexanecarboxylic acid 1-oxo-1-(4-methylnaphthalen-1-yl)-2-propyl ester O=C(C(C)OC(=O)C1CCCCC1)C1=CC=C(C2=CC=CC=C12)C